bis-(3,5-di-tert-butyl-4-hydroxyphenyl) adipate C(CCCCC(=O)OC1=CC(=C(C(=C1)C(C)(C)C)O)C(C)(C)C)(=O)OC1=CC(=C(C(=C1)C(C)(C)C)O)C(C)(C)C